2-(4-methoxyphenyl)-3-oxobutanoic acid methyl ester COC(C(C(C)=O)C1=CC=C(C=C1)OC)=O